(1-(3-bromo-2-fluorophenyl)-3-methyl-1H-pyrazol-5-yl)-N-methyl-methane-d2-amine BrC=1C(=C(C=CC1)N1N=C(C=C1C(NC)([2H])[2H])C)F